3-[6-[3-[2-[2-(Methylamino)ethoxy]ethoxy]propyl]-2-oxo-1,3-benzoxazol-3-yl]piperidine-2,6-dione CNCCOCCOCCCC1=CC2=C(N(C(O2)=O)C2C(NC(CC2)=O)=O)C=C1